(2E)-2-methoxyimino-2-[2-[[(Z)-[2-methoxy-1-(2,4,6-trifluorophenyl)-ethylidene]amino]oxymethyl]-3-methyl-phenyl]-N-methyl-acetamide CO\N=C(\C(=O)NC)/C1=C(C(=CC=C1)C)CO\N=C(/COC)\C1=C(C=C(C=C1F)F)F